1-(6-(2-chloro-6-methylpyridin-4-yl)-5-(4-fluorophenyl)-1,2,4-triazin-3-yl)urea ClC1=NC(=CC(=C1)C1=C(N=C(N=N1)NC(=O)N)C1=CC=C(C=C1)F)C